C1(CC1)C1=NOC(=N1)C(C(=O)O)(C)C 2-(3-cyclopropyl-1,2,4-oxadiazol-5-yl)-2-methylpropanoic acid